BrC1=C(C=C(C=C1)C1=NC2=C(N1)C(C(=C(C2=O)NC2=CC=C(C=C2)C)Cl)=O)F 2-(4-bromo-3-fluorophenyl)-6-chloro-5-(p-tolylamino)-1H-benzo[d]imidazole-4,7-dione